7-methoxy-1,2,3,4-tetrahydro-9H-thioxanthen-9-one COC1=CC=C2SC=3CCCCC3C(C2=C1)=O